3,7-Dichloroquinolin ClC=1C=NC2=CC(=CC=C2C1)Cl